(5-methyl-1,3,4-oxadiazol-2-yl)methanol CC1=NN=C(O1)CO